N-[(6-Amino-2-pyridyl)sulfonyl]-6-(2-fluorophenyl)-2-(2,4,6-trimethylphenoxy)pyridin-3-carboxamid NC1=CC=CC(=N1)S(=O)(=O)NC(=O)C=1C(=NC(=CC1)C1=C(C=CC=C1)F)OC1=C(C=C(C=C1C)C)C